HEXADECYL ACRYLATE C(C=C)(=O)OCCCCCCCCCCCCCCCC